COC1=C(OC=2C=C(C=C(C2C1=O)O)OC)C1=CC(O)=C(O)C=C1 3,7-di-O-methyl-quercetin